Thiazol-4-carboxylic acid tert-butyl ester C(C)(C)(C)OC(=O)C=1N=CSC1